2-[(2,3,4,9-tetrahydro-6-phenyl-1H-carbazole-1-yl)amino]ethanol C1(=CC=CC=C1)C=1C=C2C=3CCCC(C3NC2=CC1)NCCO